C1(=CC=CC=C1)C1=NC(=NN1)C(=O)N 5-phenyl-1H-1,2,4-triazole-3-carboxamide